bis(3-propanoate) fluorine [F].CCC(=O)O.CCC(=O)O